N[C@H]1[C@H](CCC1)/C=C/C(=O)O (E)-3-((1R,2R)-2-aminocyclopentyl)acrylic acid